4-[[5-(2-chloro-3-fluoro-4-methoxy-phenyl)-1-methyl-imidazole-2-carbonyl]amino]-2-methyl-benzoic acid ClC1=C(C=CC(=C1F)OC)C1=CN=C(N1C)C(=O)NC1=CC(=C(C(=O)O)C=C1)C